norbornandi-carboxylic acid C12(C(CC(CC1)C2)C(=O)O)C(=O)O